oxazol-5-ylmethyl (4-((3-isobutyryl-3-azabicyclo[3.1.1]heptan-6-yl)methyl)phenyl)carbamate C(C(C)C)(=O)N1CC2C(C(C1)C2)CC2=CC=C(C=C2)NC(OCC2=CN=CO2)=O